7-(3,3-difluoroazetidin-1-yl)quinazolin FC1(CN(C1)C1=CC=C2C=NC=NC2=C1)F